ClC=1C=CC(=NC1)NC(=O)C1CN(CC1)C#N N-(5-chloropyridin-2-yl)-1-cyanopyrrolidine-3-carboxamide